C(C)(C)(C)OC(=O)N[C@@H](C(=O)OC)CCC(=C)C methyl (2R)-2-[(tert-butoxycarbonyl)amino]-5-methylhex-5-enoate